ClC1=C(C(=O)NC2CC2)C=CC(=C1)Cl 2,4-dichlorobenzamido-cyclopropane